C(C)(C)(C)OC(=O)N[C@H](C(=O)N[C@H](C(=O)OC)CC=1N(C=NC1)C)CC(C)C Methyl (2S)-2-[[(2S)-2-(tert-butoxy carbonyl amino)-4-methyl-pentanoyl]amino]-3-(3-methylimidazol-4-yl)propanoate